N-(4-cyano-3-methyl-phenyl)-3-[4-[(2-methoxyacetyl)amino]phenyl]-N-methyl-pyrazolo[1,5-a]pyridine-5-carboxamide C(#N)C1=C(C=C(C=C1)N(C(=O)C1=CC=2N(C=C1)N=CC2C2=CC=C(C=C2)NC(COC)=O)C)C